O[C@@H](COCC[C@H](OC1=NC=CC(=N1)C1=NN(C2=CC=C(C=C12)O)C1OCCCC1)C)C 3-[2-[(1R)-3-[(2R)-2-hydroxypropoxy]-1-methyl-propoxy]pyrimidin-4-yl]-1-tetrahydropyran-2-yl-indazol-5-ol